C(C)C(COC(C=CC1=CC=C(C=C1)OC)=O)CCCC 4-methoxycinnamic acid (2-ethylhexyl) ester